CC(CCNC(NCCC(C)(C)N)=O)(N)C Bis-(dimethyl-aminopropyl)urea